2-((tert-butoxycarbonyl)amino)-N-(2-(2-(3-methoxy-3-oxopropoxy)ethoxy)ethyl)-N,N-dimethylethanaminium iodide [I-].C(C)(C)(C)OC(=O)NCC[N+](C)(C)CCOCCOCCC(=O)OC